ClC1=CC=C(CNC(NC2CC3(CC(C3)NC(C3=CC(=NC=C3)C)=O)C2)=O)C=C1 N-(6-(3-(4-chlorobenzyl)ureido)spiro[3.3]heptan-2-yl)-2-methylisonicotinamide